C(C)(C)N1N=C(C2=CC=C(C=C12)COC1=CC=C(C=O)C=C1)C1=CC=CC=C1 4-((1-isopropyl-3-phenyl-1H-indazol-6-yl)methoxy)benzaldehyde